[5-(trifluoromethyl)-2-pyridyl]methyl-propan-1-amine FC(C=1C=CC(=NC1)CC(CC)N)(F)F